C(C1=CC=CC=C1)(=O)ON=C(C(=O)C1=CC=C(C=C1)SC1=CC=CC=C1)CCCCCC 1-[4-(phenylthio)phenyl]octane-1,2-dione-2-(O-benzoyl oxime)